N(=[N+]=[N-])CCOCCOCCOCCO[C@@H]1O[C@@H]([C@@H]([C@@H]([C@H]1NC(C)=O)O)O)CO N-((2R,3R,4R,5R,6R)-2-(2-(2-(2-(2-azidoethoxy)ethoxy)ethoxy)ethoxy)-4,5-dihydroxy-6-(hydroxymethyl)tetrahydro-2H-pyran-3-yl)acetamide